O[C@@H]1C[C@H](N(C1)C([C@H](C(C)C)N1C(C2=CC=CC=C2C1)=O)=O)C(=O)O (2S,4R)-4-hydroxy-1-((S)-3-methyl-2-(1-oxoisoindolin-2-yl)butyryl)pyrrolidine-2-carboxylic acid